2-azaspiro[3.3]heptane-5-amine C1NCC12C(CC2)N